3-[3-(hydroxymethyl)-4-[1-methyl-5-[[5-[4-(oxetan-3-yl)piperazin-1-yl]-2-pyridyl]amino]-6-oxo-3-pyridyl]-2-pyridyl]-7,8,9,10-tetrahydropyridazino[4,5-a]indolizin-4-one OCC=1C(=NC=CC1C1=CN(C(C(=C1)NC1=NC=C(C=C1)N1CCN(CC1)C1COC1)=O)C)N1N=CC=2C(=CN3CCCCC23)C1=O